O=C1NC(CCC1N1C(C2=CC=C(C=C2C1=O)NCCOCCNC(CN1CCN(CC1)C1=CC=C(C=C1)C1=NNC2=C1N=C(N=C2)C2=C(C=CC=C2OC)F)=O)=O)=O N-(2-(2-((2-(2,6-Dioxopiperidin-3-yl)-1,3-dioxoisoindolin-5-yl)amino)ethoxy)ethyl)-2-(4-(4-(5-(2-Fluoro-6-methoxyphenyl)-1H-pyrazolo[4,3-d]pyrimidin-3-yl)phenyl)piperazin-1-yl)acetamid